(3R)-1-((3R,4R)-1-(5-cyclopropyl-pyrimidin-2-yl)-3-hydroxypiperidin-4-yl)-3-(isoindolin-1-ylmethoxy)pyrrolidin-2-one C1(CC1)C=1C=NC(=NC1)N1C[C@H]([C@@H](CC1)N1C([C@@H](CC1)OCC1NCC2=CC=CC=C12)=O)O